(S)-N-((2S,3R)-3-(benzyloxy)-1-(methylamino)-1-oxobutan-2-yl)-6-(oxazol-5-ylmethyl)-2,6-diazaspiro[3.4]octane-8-carboxamide C(C1=CC=CC=C1)O[C@@H]([C@@H](C(=O)NC)NC(=O)[C@@H]1CN(CC12CNC2)CC2=CN=CO2)C